C(C)(C)NC(O[C@H]1CO[C@@H](C1)C=1C=NC(=NC1)N)=O |r| rac-(3R,5S)-5-(2-aminopyrimidin-5-yl)tetrahydrofuran-3-yl isopropylcarbamate